ClC=1C=C2C=CC(C2=CC1Cl)=O 5,6-dichloro-inden-1-one